OC1C=2C(C3=CC=CC=C3C(C2C(=C2N=NN=C21)O)=O)=O 4,11-dihydroxyanthraceno[2,3-d][1,2,3]triazole-5,10-dione